Cl.Cl.NCCN1CCN(CC1)C=1C=C2CN(C(C2=CC1)=O)C1C(NC(CC1)=O)=O 3-(5-(4-(2-aminoethyl)piperazin-1-yl)-1-oxoisoindolin-2-yl)piperidine-2,6-dione bis-hydrochloride